FC=1C=C(C=NC1OCC(F)(F)F)[C@H](NC(=O)N1[C@@H](C(NCC1)=O)C)C1=NC(=C(C=C1)F)C(F)(F)F (2R)-N-((S)-(5-fluoro-6-(2,2,2-trifluoroethoxy)pyridin-3-yl)(5-fluoro-6-(trifluoro-methyl)pyridin-2-yl)methyl)-2-methyl-3-oxopiperazine-1-carboxamide